2-(2-((tert-butyldimethylsilyl)oxy)ethyl)-5,6-dichloropyridazin-3(2H)-one [Si](C)(C)(C(C)(C)C)OCCN1N=C(C(=CC1=O)Cl)Cl